S-benzylthiocarbamate (S-benzyl thiocarbamate) C(C1=CC=CC=C1)S=C(N)O.C(C1=CC=CC=C1)S=C(N)O